C(C)(C)(C)OC(C[C@@H](C(=O)O)NC(=O)OC(C)(C)C)=O (2S)-4-(tert-Butoxy)-2-(((tert-Butoxy)carbonyl)amino)-4-oxobutanoic acid